CN(C)CC1=C(O[Li])C(=CC(=C1)CN(C)C)CN(C)C [2,4,6-tris((dimethylamino)methyl)phenoxy]-lithium